N=1C=NN2C1C=C(C=C2)OC2=C(C=C(C=C2)NC2=NC=NC1=CC=C(C=C21)NC=2OCC(N2)(C)C)C N4-(4-((1,2,4)triazolo[1,5-a]pyridin-7-yloxy)-3-methylphenyl)-N6-(4,4-dimethyl-4,5-dihydrooxazol-2-yl)quinazoline-4,6-diamine